BrC1=C(OCCCSCC2=NNC(N2)=O)C=CC(=C1)Br 3-[(2,4-dibromophenoxypropylsulfanyl)methyl]-1H-1,2,4-triazol-5(4H)-one